sulfanyl-propanoic acid SC(C(=O)O)C